3-methoxy-4-(methyl(phenyl)amino)-N-(5-(5-methyl-1H-pyrazol-1-yl)-1,3,4-thiadiazol-2-yl)-2-oxo-2H-pyran-6-carboxamide COC=1C(OC(=CC1N(C1=CC=CC=C1)C)C(=O)NC=1SC(=NN1)N1N=CC=C1C)=O